2,4,6-trimethyl-pyridine nitrogen [N].CC1=NC(=CC(=C1)C)C